ClC1=C(C(=CC=C1)F)N1N=C(C(=C1)NC1=CC=C(C=C1)C1=NN=C2COCCN21)C(=O)N 1-(2-chloro-6-fluorophenyl)-4-((4-(6,8-dihydro-5H-[1,2,4]triazolo[3,4-c][1,4]oxazin-3-yl)phenyl)amino)-1H-pyrazole-3-carboxamide